alpha-eicosene C=CCCCCCCCCCCCCCCCCCC